BrC1=CSC2=C1C(=NC=C2)Cl 3-bromo-4-chloro-thieno[3,2-c]Pyridine